(R)-N-[3-(5-fluoro-2-[[6-(2-hydroxyacetamido)pyridin-3-yl]amino]pyrimidin-4-yl)-1H-indol-7-yl]-3-methoxy-2-(4-methylpiperazin-1-yl)propanamide FC=1C(=NC(=NC1)NC=1C=NC(=CC1)NC(CO)=O)C1=CNC2=C(C=CC=C12)NC([C@@H](COC)N1CCN(CC1)C)=O